C[C@@H]1N(C2=CC=CC=C2[C@@H](C1)NC([O-])=O)C(CC)=O ((2S,4R)-2-methyl-1-propionyl-1,2,3,4-tetrahydroquinolin-4-yl)carbamate